4,4-difluoro-2-(4-fluorophenyl)-N-{4-[3-(pyridin-2-yl)-1H-pyrrolo[3,2-b]pyridin-2-yl]pyridin-2-yl}butanamide FC(CC(C(=O)NC1=NC=CC(=C1)C1=C(C2=NC=CC=C2N1)C1=NC=CC=C1)C1=CC=C(C=C1)F)F